2-fluoro-benzonitrile hemifumarate C(\C=C\C(=O)O)(=O)O.FC1=C(C#N)C=CC=C1.FC1=C(C#N)C=CC=C1